4-[4-(4-Cyano-phenyl)-5-methylsulfanyl-pyrimidin-2-ylamino]-N-(2-methyl-5-morpholin-4-yl-methyl-phenyl)-benzamide C(#N)C1=CC=C(C=C1)C1=NC(=NC=C1SC)NC1=CC=C(C(=O)NC2=C(C(=CC(=C2)N2CCOCC2)C)C)C=C1